(R)-3-((2-(2-methoxy-4-((trimethylsilyl)ethynyl)phenyl)-1-methyl-1H-imidazo[4,5-b]pyridin-5-yl)amino)piperidine-1-carboxylic acid tert-butyl ester C(C)(C)(C)OC(=O)N1C[C@@H](CCC1)NC1=CC=C2C(=N1)N=C(N2C)C2=C(C=C(C=C2)C#C[Si](C)(C)C)OC